9-((3S,4R)-3-Fluoro-1-methylpiperidin-4-yl)-7-methyl-2-((7-methylchinolin-6-yl)amino)-7,9-dihydro-8H-purin-8-on F[C@H]1CN(CC[C@H]1N1C2=NC(=NC=C2N(C1=O)C)NC=1C=C2C=CC=NC2=CC1C)C